(S)-6-(2-amino-6-fluoro-5-(4-(piperidin-3-yloxy)phenyl)pyridin-3-yl)-3,4-dihydroisoquinolin-1(2H)-one NC1=NC(=C(C=C1C=1C=C2CCNC(C2=CC1)=O)C1=CC=C(C=C1)O[C@@H]1CNCCC1)F